C(C=CCCC(=O)[O-])(=O)[O-] 2-Hexenedioate